2,4,6-trimethyl-non-1-ene CC(=C)CC(CC(CCC)C)C